N1=C(C=CC=C1)C=1C=NC(=NC1)OCC(=O)N 2-((5-(pyridin-2-yl)pyrimidin-2-yl)oxy)acetamide